1-methyl-2-propionyl-pyrrole CN1C(=CC=C1)C(CC)=O